4-chloro-N-(1-(2-hydroxyphenyl)anthracen-2-yl)benzamide ClC1=CC=C(C(=O)NC2=C(C3=CC4=CC=CC=C4C=C3C=C2)C2=C(C=CC=C2)O)C=C1